COC=1C=C(C=CC1)C=1N(C=CC1)C1(CCCC1)C(=O)C(C(=O)OC)C(=O)OC Dimethyl 2-(1-(2-(3-methoxyphenyl)-1H-pyrrol-1-yl)cyclopentane-1-carbonyl)malonate